(S)-5-(difluoromethyl)-N-(3-(1-((1-methyl-1H-pyrazolo[3,4-b]pyrazin-6-yl)amino)ethyl)phenyl)nicotinamide FC(C=1C=NC=C(C(=O)NC2=CC(=CC=C2)[C@H](C)NC2=CN=C3C(=N2)N(N=C3)C)C1)F